tert-Butyl 3-{3-[1-(4-amino-3-methyl-1H-pyrazolo[3,4-d]pyrimidin-1-yl)ethyl]-5-chloro-6-cyano-2-methoxyphenyl}azetidine-1-carboxylate NC1=C2C(=NC=N1)N(N=C2C)C(C)C=2C(=C(C(=C(C2)Cl)C#N)C2CN(C2)C(=O)OC(C)(C)C)OC